FC(S(=O)(=O)OC1=C(C=C(C=C1)F)C1=C(C=CC2=CC=CC=C12)N(C)C)(F)F (-)-2-(2-(Dimethylamino)naphthalen-1-yl)-4-fluorophenyl trifluoromethanesulfonate